COC=1C=CC2=C(SC(=C2OC2=CC=C(OCC3CCN(CC3)C(=O)OC(C)(C)C)C=C2)C2=CC=C(C=C2)OC)C1 tert-butyl 4-((4-((6-methoxy-2-(4-methoxyphenyl)benzo[b]thiophen-3-yl)oxy)phenoxy)methyl)piperidine-1-carboxylate